hydroxypropyl-dimethyl-hexadecyl-ammonium hydrochloride Cl.OCCC[N+](CCCCCCCCCCCCCCCC)(C)C